C(C1=CC=CC=C1)C1=C(C(=C(N=N1)N1C[C@H](N(CC1)C=1N=CC(=NC1)C(C)(C)O)C)C)C (R)-2-(5-(4-(6-benzyl-4,5-dimethylpyridazin-3-yl)-2-methylpiperazin-1-yl)pyrazin-2-yl)propan-2-ol